FC=1C(=NC(=NC1)C#N)OC 5-fluoro-4-methoxypyrimidine-2-carbonitrile